CCC(CC)NC(=O)C1=NNC(=C1)C=1C=C(C=CC1)C=1OC(=CN1)C(=O)N[C@H](C(=O)OC(C)(C)C)C1=CC=CC=C1 (S)-tert-butyl 2-(2-(3-(3-(pentan-3-ylcarbamoyl)-1H-pyrazol-5-yl)phenyl)oxazole-5-carboxamido)-2-phenylacetate